2-(3-((3aS,7aR)-7a-fluoro-1-oxooctahydro-2H-pyrrolo[3,4-c]pyridin-2-yl)phenyl)-2-methylpropionic acid F[C@@]12[C@@H](CNCC1)CN(C2=O)C=2C=C(C=CC2)C(C(=O)O)(C)C